C(C)(C)(C)OC(=O)N1CC(C1)(CC#N)N1N=CC(=C1)N 3-(4-amino-1H-pyrazol-1-yl)-3-(cyanomethyl)azetidine-1-carboxylic acid tert-butyl ester